NC1=C(N=CC(=N1)N1CCC2(CC1)[C@@H](CCC1=CC=CC=C12)N[S@](=O)C(C)(C)C)SC1=C(C(=NC=C1)N)Cl (R)-N-((R)-1'-(6-amino-5-((2-amino-3-chloropyridin-4-yl)thio)pyrazin-2-yl)-3,4-dihydro-2H-spiro[naphthalene-1,4'-piperidin]-2-yl)-2-methylpropane-2-sulfinamide